FC1(CC12CN(CC2)C2=NC(=CC1=C2N=C(N=C1)NC=1C=NN(C1)CC1(CC1)N(C)C)C)F 8-(1,1-difluoro-5-azaspiro[2.4]heptan-5-yl)-N-(1-((1-(dimethylamino)cyclopropyl)methyl)-1H-pyrazol-4-yl)-6-methylpyrido[3,4-d]pyrimidin-2-amine